N12C[C@H](C(CC1)CC2)OC(N[C@@H]2C(CCC1=CC(=CC=C21)C2=CC(=CC=C2)OCC)(C)C)=O (S)-quinuclidin-3-yl((R)-6-(3-ethoxyphenyl)-2,2-dimethyl-1,2,3,4-tetrahydronaphthalen-1-yl)carbamate